CS(=O)(=O)NC1=CN=CC=N1 6-(methylsulfonamido)pyrazin